C1(CC1)C1=NC(=CC(=C1)C1=C(C=C(C#N)C=C1)C1=NN=CN1C)N1C(C2=CC(=CC=C2C1)CNCC1(COC1)F)=O 4-{2-Cyclopropyl-6-[6-({[(3-fluorooxetan-3-yl)methyl]amino}methyl)-1-oxo-3H-isoindol-2-yl]pyridin-4-yl}-3-(4-methyl-1,2,4-triazol-3-yl)benzonitrile